COC(CCCN(C1=C(C=C(C=C1F)C=1OC(=CC1)CO)F)C)=O 4-[2,6-difluoro-4-[5-(hydroxymethyl)-2-furyl]-N-methyl-anilino]Butyric acid methyl ester